(R)-N-(1-(4-((2-fluoro-3-methyl-4-((1-methyl-1H-benzo[d][1,2,3]triazol-5-yl)oxy)phenyl)amino)pyrido[3,2-d]pyrimidin-6-yl)-3,3-dimethylpiperidin-4-yl)acrylamide FC1=C(C=CC(=C1C)OC1=CC2=C(N(N=N2)C)C=C1)NC=1C2=C(N=CN1)C=CC(=N2)N2CC([C@@H](CC2)NC(C=C)=O)(C)C